ClC=1C=C(C=CC1C(=O)N1CCNCC1)NC(=O)C=1N(C(=CN1)C1=C(C(=C(C=C1)C=1C=NN(C1C)CCOC)F)C)C N-[3-chloro-4-(piperazine-1-carbonyl)phenyl]-5-[3-fluoro-4-[1-(2-methoxyethyl)-5-methyl-pyrazol-4-yl]-2-methyl-phenyl]-1-methyl-imidazole-2-carboxamide